(R)-N-(1-(1-acryloylazepan-3-yl)-7-((1-acryloylpiperidin-4-yl)oxy)-1H-benzo[d]imidazol-2-yl)-2-methylisonicotinamide C(C=C)(=O)N1C[C@@H](CCCC1)N1C(=NC2=C1C(=CC=C2)OC2CCN(CC2)C(C=C)=O)NC(C2=CC(=NC=C2)C)=O